C[Si](C(CC1=CC=CC=C1)(C1=CC=CC=C1)C)(C)C trimethyl(1-methyl-1,2-diphenylethyl)silane